C(C)(C)(C)OC(=O)N[C@H](C(=O)OC)CC1=NC=CC(=C1)B1OC(C(O1)(C)C)(C)C (S)-methyl 2-((tert-butoxycarbonyl)amino)-3-(4-(4,4,5,5-tetramethyl-1,3,2-dioxaborolan-2-yl)pyridin-2-yl)propanoate